2-(tert-Butyl)-5-(pentan-3-ylidene)-4-phenyl-5H-benzo[d][1,3]diazepine C(C)(C)(C)C=1N=C(C(C2=C(N1)C=CC=C2)=C(CC)CC)C2=CC=CC=C2